1-(3-oxo-2,3-dihydro-[1,2,4]triazolo[4,3-a]pyridin-8-yl)-5-trifluoromethyl-N-(2-trifluoromethylpyridin-4-yl)-1H-pyrazole-4-carboxamide O=C1NN=C2N1C=CC=C2N2N=CC(=C2C(F)(F)F)C(=O)NC2=CC(=NC=C2)C(F)(F)F